C1(CC1)C=1C(=CC(N2C(=C(SC12)C1=CC(=C(C=C1)OCCCCCC)C)C(=O)O)=O)CC1=CC=CC2=CC=CC=C12 5-cyclopropyl-8-[4-(hexyloxy)-3-methyl-phenyl]-4-[(1-naphthyl)methyl]-2-oxo-7-thia-1-azabicyclo[4.3.0]non-3,5,8-triene-9-carboxylic acid